4-methyl-6-(3-(((R)-3-(4-methyl-1-oxo-1,3-dihydroisobenzofuran-5-yl)piperazin-1-yl)methyl)pyrrolidin-1-yl)nicotinonitrile CC1=CC(=NC=C1C#N)N1CC(CC1)CN1C[C@H](NCC1)C=1C(=C2COC(C2=CC1)=O)C